Zinc iso-stearate C(CCCCCCCCCCCCCCC(C)C)(=O)[O-].[Zn+2].C(CCCCCCCCCCCCCCC(C)C)(=O)[O-]